(8-(2-(2,2,2-trifluoroethoxy)phenyl)-6-(trifluoromethyl)imidazo[1,2-a]pyridin-2-yl)methanol FC(COC1=C(C=CC=C1)C=1C=2N(C=C(C1)C(F)(F)F)C=C(N2)CO)(F)F